(6R)-6-{[2-(1-cyclopropyl-1H-pyrazol-4-yl)-7-(trifluoromethyl)[1,2,4]triazolo[1,5-c]quinazolin-5-yl]amino}-1,4-diazepin-5-one C1(CC1)N1N=CC(=C1)C1=NN2C(=NC=3C(=CC=CC3C2=N1)C(F)(F)F)NC=1C(N=CC=NC1)=O